The molecule is an N-octadecenoylsphinganine-1-phosphocholine obtained by formal condensation of the carboxy group of oleic acid with the amino group of sphinganine-1-phosphocholine. It has a role as a mouse metabolite and a rat metabolite. It derives from an oleic acid. CCCCCCCCCCCCCCC[C@H]([C@H](COP(=O)([O-])OCC[N+](C)(C)C)NC(=O)CCCCCCC/C=C\\CCCCCCCC)O